2-(3-hydroxyphenyl)propionic acid OC=1C=C(C=CC1)C(C(=O)O)C